CN(S(=O)(=O)N[C@@H]1[C@@H](N(CCC1)C(=O)OCCC1=C(C=CC=C1)Br)CO[C@H]1CC=C(CC1)B1OC(C(O1)(C)C)(C)C)C 2-bromophenethyl (2R,3S)-3-((N,N-dimethylsulfamoyl)amino)-2-((((R)-4-(4,4,5,5-tetramethyl-1,3,2-dioxaborolan-2-yl)cyclohex-3-en-1-yl)oxy)methyl)piperidine-1-carboxylate